ClC1=CC2=C(C=C3N2C(=NN(C3=O)CC(=O)N[C@H]3CN(CCC3)CC3(CCC3)O)C(C)C)S1 (R)-2-(2-Chloro-5-isopropyl-8-oxothieno[2',3':4,5]pyrrolo[1,2-d][1,2,4]triazin-7(8H)-yl)-N-(1-((1-hydroxycyclobutyl)methyl)piperidin-3-yl)acetamid